C[C@H]1[C@H]([C@H]([C@@H]([C@@H](O1)O[C@@H]2[C@H]([C@H]([C@H](O[C@H]2O[C@@H]3[C@H]([C@H](O[C@@H]([C@@H]3O)CO)O[C@H]4[C@H]([C@H](O[C@H]([C@@H]4O[C@H]5[C@H]([C@@H]([C@@H]([C@@H](O5)C)O)O)O)O[C@@H]6[C@H](O[C@H]([C@@H]([C@H]6O)NC(=O)C)O[C@H]7[C@H]([C@H](O[C@H]([C@@H]7O)O)CO)O)CO)CO)O)NC(=O)C)CO)O)O[C@@H]8[C@@H]([C@H]([C@H]([C@H](O8)CO)O)O)NC(=O)C)O)O)O The molecule is a branched amino octasaccharide made up from two repeating (1->3)-linked N-acetyl-alpha-D-galactosaminyl-(1->3)-[alpha-L-fucosyl-(1->2)]-beta-D-galactosyl units that are in turn joined to N-acetyl-beta-D-glucosaminyl-(1->3)-beta-D-galactose via a (1->4)-linkage. It is a glucosamine oligosaccharide, a galactosamine oligosaccharide and an amino octasaccharide.